6-bromo-4-methyl-3,4-dihydro-2H-benzo[b][1,4]oxazin-2-one BrC1=CC2=C(OC(CN2C)=O)C=C1